4-(Benzyloxy)quinoline-2-carboxylic acid methyl ester COC(=O)C1=NC2=CC=CC=C2C(=C1)OCC1=CC=CC=C1